C1(CC1)NC=1C(=CC=CC1)N N1-Cyclopropylbenzene-1,2-diamine